4-((4-cyclopropyl-2-(N-methyl-methanesulfonamido)-phenyl)amino)-6-((6-fluoro-pyridin-2-yl)amino)-N-methoxynicotinamide C1(CC1)C1=CC(=C(C=C1)NC1=CC(=NC=C1C(=O)NOC)NC1=NC(=CC=C1)F)N(S(=O)(=O)C)C